C(C)(=O)O[C@H](CCC(=O)O)CCCCC (S)-4-(acetyloxy)nonanoic acid